2-(4-ethoxyphenyl)-N-phenyl-1H-pyrrolo[2,3-b]pyridin-4-amine C(C)OC1=CC=C(C=C1)C1=CC2=C(N=CC=C2NC2=CC=CC=C2)N1